C(C1=CC=CC=C1)O[C@H]1CN(CC1)CC1=C(C=C(C=C1)N=C=S)C(F)(F)F (R)-3-(benzyloxy)-1-(4-isothiocyanato-2-(trifluoromethyl)benzyl)pyrrolidine